IC1=CC2=C(S1)C(=CC(=C2)C(C)C)C#N 2-Iodo-5-isopropylbenzo[b]thiophene-7-carbonitrile